OC1=C(C(NC2=NC=CC=C12)=O)C(=O)NC1CC2(CC2)C1 4-hydroxy-2-oxo-N-(spiro[2.3]hexan-5-yl)-1,2-dihydro-1,8-naphthyridine-3-carboxamide